3-[6-benzyloxy-2-(phenoxymethyl)-3-pyridyl]-6-bromo-1-methyl-indazole C(C1=CC=CC=C1)OC1=CC=C(C(=N1)COC1=CC=CC=C1)C1=NN(C2=CC(=CC=C12)Br)C